N-(((2R,3R,4R,5R)-3-((tert-butyldimethylsilyl)oxy)-5-(2,4-dioxo-3,4-dihydropyrimidin-1(2H)-yl)-4-methoxytetrahydrofuran-2-yl)methoxy)palmitamide [Si](C)(C)(C(C)(C)C)O[C@@H]1[C@H](O[C@H]([C@@H]1OC)N1C(NC(C=C1)=O)=O)CONC(CCCCCCCCCCCCCCC)=O